(R)-(Z)-3-((3-butyl-7-(ethylthio)-5-(4-fluorophenyl)-1,1-dioxido-2,3,4,5-tetrahydro-1,2,5-benzothiadiazepin-8-yl)oxy)-2-fluoroacrylic acid C(CCC)[C@H]1NS(C2=C(N(C1)C1=CC=C(C=C1)F)C=C(C(=C2)O\C=C(\C(=O)O)/F)SCC)(=O)=O